m-t-pentyl-styrene C(C)(C)(CC)C=1C=C(C=C)C=CC1